(5RS)-3-(6-chloro-3-{[3-(trifluoromethyl)phenyl]sulfonyl}pyridazin-4-yl)-5-(2,4-dimethylbenzyl)-5,6-dihydro-4H-1,2,4-oxadiazine ClC1=CC(=C(N=N1)S(=O)(=O)C1=CC(=CC=C1)C(F)(F)F)C1=NOC[C@H](N1)CC1=C(C=C(C=C1)C)C |r|